[Na].[Na].N#CN cyanamide di-sodium